C(C)N(CC#C)CC N,N-diethylprop-2-yn-1-amine